4-(2,2,2-trifluoroethyl)piperidin-4-amine FC(CC1(CCNCC1)N)(F)F